3-amino-N-{2-[3-(ethylamino)-4-(fluoromethyl)pyrrolidin-1-yl]-5,6,7,8-tetrahydroquinolin-6-yl}-6-methylthieno[2,3-b]pyridine-2-carboxamide NC1=C(SC2=NC(=CC=C21)C)C(=O)NC2CC=1C=CC(=NC1CC2)N2CC(C(C2)CF)NCC